5-((dimethylamino)methyl)-N-(1-ethyl-5-fluoro-1H-benzo[d]imidazol-2-yl)benzo[d]oxazol-2-amine CN(C)CC=1C=CC2=C(N=C(O2)NC2=NC3=C(N2CC)C=CC(=C3)F)C1